(S)-4-(2-(3-aminopiperidin-1-yl)-6-(2-fluoro-6-(trifluoromethyl)phenyl)quinazolin-4-yl)-2-fluorobenzonitrile N[C@@H]1CN(CCC1)C1=NC2=CC=C(C=C2C(=N1)C1=CC(=C(C#N)C=C1)F)C1=C(C=CC=C1C(F)(F)F)F